benzyloxymethyl-oxirane C(C1=CC=CC=C1)OCC1OC1